C(C)(C)N1N=CC(=C1)C1=CC=2N(N=C1C)C(=CN2)C=2C(=NC1=NC=CC=C1C2)N2N=CC(=N2)C (7-(1-isopropyl-1H-pyrazol-4-yl)-6-methylimidazo[1,2-b]pyridazin-3-yl)-2-(4-methyl-2H-1,2,3-triazol-2-yl)-1,8-naphthyridine